3-(5-methyl-4-((8'-methyl-1',1'-dioxido-2,3,5,6-tetrahydrospiro[pyran-4,4'-pyrido[2,3-b][1,4,5]oxathiazepin]-2'(3'H)-yl)methyl)pyridin-2-yl)propanoate CC=1C(=CC(=NC1)CCC(=O)[O-])CN1S(C2=C(OC3(C1)CCOCC3)N=CC(=C2)C)(=O)=O